O=C1NC(CCC1N1C(C2=CC=C(C=C2C1=O)N1CCC(CC1)CN1CCN(CC1)C[C@@H]1CNCCO1)=O)=O 2-(2,6-dioxo-3-piperidyl)-5-[4-[[4-[[(2S)-morpholin-2-yl]methyl]piperazin-1-yl]methyl]-1-piperidyl]isoindoline-1,3-dione